trans-tert-butyl 2,6-dimethyl-4-(trifluoromethylsulfonyloxy)-5,6-dihydropyridine-1(2H)-carboxylate C[C@@H]1N([C@H](CC(=C1)OS(=O)(=O)C(F)(F)F)C)C(=O)OC(C)(C)C